C1(=CCCCCCCC1)C(=O)O cyclononenecarboxylic acid